ClC=1C=C(C=CC1)NC1=C(C=C(C=C1)C(=O)N1CCCCC1)NC(CCC(=O)OC)=O methyl 4-((2-((3-chlorophenyl) amino)-5-(piperidine-1-carbonyl) phenyl) amino)-4-oxobutanoate